C(C)(=O)OCC=1C(=CC2=C(OC[C@@H](N2C(CN2C[C@H](N(C[C@@H]2CO)C(=O)OC(C)(C)C)C)=O)C)N1)CC1=CC=C(C=C1)F tert-butyl (2R,5R)-4-(2-((S)-6-(acetoxymethyl)-7-(4-fluorobenzyl)-2-methyl-2,3-dihydro-1H-pyrido[2,3-b][1,4]oxazin-1-yl)-2-oxoethyl)-5-(hydroxymethyl)-2-methylpiperazine-1-carboxylate